NC1=CC(=C(C=C1)NC(C1=C(C=C(C(=C1)F)N1N=C2N(CCCC2)C1=O)O[C@@H](C)C1CCCCC1)=O)C(F)(F)F N-[4-amino-2-(trifluoromethyl)phenyl]-2-[(1S)-1-cyclohexylethoxy]-5-fluoro-4-(3-oxo-5,6,7,8-tetrahydro[1,2,4]triazolo[4,3-a]pyridin-2(3H)-yl)benzamide